8-fluoro-2-(((2R,7aS)-2-fluorotetrahydro-1H-pyrrolizin-7a(5H)-yl)methoxy)-N-methyl-7-(3-methyl-2-(trifluoromethyl)phenyl)-N-((R)-pyrrolidin-3-yl)pyrido[4,3-d]pyrimidin-4-amine FC1=C(N=CC2=C1N=C(N=C2N([C@H]2CNCC2)C)OC[C@]21CCCN1C[C@@H](C2)F)C2=C(C(=CC=C2)C)C(F)(F)F